N1(CCCC1)CCCCNC(=S)OC(C(=O)OCCCCCC(=O)OC\C=C/CCCCCC)C(C(=O)OCCCCCC(=O)OC\C=C/CCCCCC)OC(NCCCCN1CCCC1)=S bis(6-(((Z)-non-2-en-1-yl)oxy)-6-oxohexyl) 2,3-bis(((4-(pyrrolidin-1-yl)butyl)carbamothioyl)oxy)succinate